7-(4-bromo-3-chloro-benzoyl)-N-[(4-methoxy-2-methyl-phenyl)methyl]-3-oxo-2-phenyl-6,8-dihydro-5H-imidazo[1,5-a]pyrazine-1-carboxamide BrC1=C(C=C(C(=O)N2CC=3N(CC2)C(N(C3C(=O)NCC3=C(C=C(C=C3)OC)C)C3=CC=CC=C3)=O)C=C1)Cl